C1(CCC=CCCC1)OCC1=CC=C(C(=O)ON2C(CCC2=O)=O)C=C1 2,5-Dioxopyrrolidin-1-yl 4-((cyclooct-4-enyloxy)methyl)benzoate